tert-butyl 6-((11,11-dimethyl-9-oxo-2,5,10-trioxa-8-azadodecanoyl)oxy)-2-naphthoate CC(OC(NCCOCCOC(=O)OC=1C=C2C=CC(=CC2=CC1)C(=O)OC(C)(C)C)=O)(C)C